(1S,2S)-2-(3-chlorophenyl)-N-(4-(((6-cyclopropyl-8-(4-fluoro-1-methyl-piperidin-4-yl)imidazo[1,2-a]pyridin-2-yl)methyl)amino)pyridin-2-yl)cyclopropane-1-carboxamide ClC=1C=C(C=CC1)[C@@H]1[C@H](C1)C(=O)NC1=NC=CC(=C1)NCC=1N=C2N(C=C(C=C2C2(CCN(CC2)C)F)C2CC2)C1